FC1(CCN(CCC1)C1=NC2=CC(=CC=C2C=C1C(=O)NC1=CC=C(O1)C(=O)OCC)F)F ethyl 5-(2-(4,4-difluoroazepan-1-yl)-7-fluoroquinoline-3-carboxamido)furan-2-carboxylate